FC1(CCC(CC1)[C@H](NC(=O)C1=NN(N=C1)C[C@@H](C(F)(F)F)C)C1=NC2=C(N1)C=C(C=C2)[C@@H](C)NC(CCC(F)(F)F)=O)F |o1:17| N-((S)-(4,4-Difluorocyclohexyl)(6-((R)-1-(4,4,4-trifluorobutanamido)ethyl)-1H-benzo[d]imidazol-2-yl)methyl)-2-((S*)-3,3,3-trifluoro-2-methylpropyl)-2H-1,2,3-triazole-4-carboxamide